(6aR)-1,4-dichloro-3-iodo-6a,7,9,10-tetrahydro-12H-pyrazino[2,1-c]pyrido[3,4-f][1,4]oxazepin-8(6H)-carboxylic acid tert-butyl ester C(C)(C)(C)OC(=O)N1C[C@@H]2COC3=C(CN2CC1)C(=NC(=C3Cl)I)Cl